N-(6-chloropyridin-3-yl)-6-(2-cyclopropylethoxy)isoquinolin-1-amine ClC1=CC=C(C=N1)NC1=NC=CC2=CC(=CC=C12)OCCC1CC1